FC1(CC(CC1)CN1N=C(C(=C1C(=O)NC1=CC(=NC=C1)S(=O)(=N)C)C)C(C)(F)F)F 1-((3,3-Difluorocyclopentyl)methyl)-3-(1,1-difluoroethyl)-4-methyl-N-(2-(S-methylsulfonimidoyl)pyridin-4-yl)-1H-pyrazole-5-carboxamide